(S)-2-amino-3-(4-chlorophenyl)propionic acid N[C@H](C(=O)O)CC1=CC=C(C=C1)Cl